C(C)N1CC=NC2=NC=C(N=C21)C=2C(=NC(=CC2)C2=NN=CN2)C 4-ethyl-6-(2-methyl-6-(4H-1,2,4-triazol-3-yl)pyridin-3-yl)-3,4-dihydropyrazino[2,3-b]pyrazin